BrCC1=CC(=NC=C1OC)Cl 4-(bromomethyl)-2-chloro-5-methoxypyridine